The molecule is a trihydroxyflavone that is flavone substituted by hydroxy groups at positions 4', 5 and 7. It induces autophagy in leukaemia cells. It has a role as a metabolite and an antineoplastic agent. It is a conjugate acid of an apigenin-7-olate. C1=CC(=CC=C1C2=CC(=O)C3=C(C=C(C=C3O2)O)O)O